ClC1=C2C=C(NC2=CC(=C1)Cl)C(=O)N1C(C2C(C1)CCC2)C(=O)N 2-(4,6-dichloro-1H-indole-2-carbonyl)octahydrocyclopenta[c]pyrrole-1-carboxamide